ethyl (1S,2R,3S)-2-(chloromethyl)-3-(3,4-difluorophenyl)cyclopropane-1-carboxylate ClC[C@H]1[C@H]([C@@H]1C1=CC(=C(C=C1)F)F)C(=O)OCC